tert-butyl 7-(4-formylbenzyl)-5-oxa-2-azaspiro[3.4]octane-2-carboxylate C(=O)C1=CC=C(CC2COC3(CN(C3)C(=O)OC(C)(C)C)C2)C=C1